N-(2-(4,4-difluorocyclohexyl)-6-methylpyrimidin-4-yl)-2-((1R,6S)-6-(difluoromethyl)-3-azabicyclo[4.1.0]heptan-3-yl)-4-((2-hydroxyethyl)sulfonamido)benzamide FC1(CCC(CC1)C1=NC(=CC(=N1)NC(C1=C(C=C(C=C1)NS(=O)(=O)CCO)N1C[C@@H]2C[C@@]2(CC1)C(F)F)=O)C)F